M-methyl-ethyl-benzene CC=1C=C(C=CC1)CC